2-bromo-4,4-dimethylcyclohex-1-enecarbaldehyde BrC1=C(CCC(C1)(C)C)C=O